C(CCCCCCCC)OC(CCC(=O)OCCC1(CCN(CC1)CCCCN1C=NC=C1)CCOC(CCC(OCCCCCCCCC)OCCCCCCCCC)=O)OCCCCCCCCC (1-(4-(1H-imidazol-1-yl)butyl)piperidine-4,4-diyl)bis(ethane-2,1-diyl) bis(4,4-bis(nonyloxy)butanoate)